CN(S(=O)(=O)C1=CC=C(C=C1)CCC(C)=O)C N,N-dimethyl-4-(3-oxobutyl)benzenesulfonamide